ClC=1C=C(C=CC1)CC(=O)C1=CC=CC=C1 (3-chlorophenyl)-1-phenylethan-1-one